1,3-bis(acetoxy)-benzene (diethyl phthalate) C(C)C=1C(=C(C(C(=O)O)=CC1)C(=O)O)CC.C(C)(=O)OC1=CC(=CC=C1)OC(C)=O